O1CCOC12CC(=CCC2)CO 1,4-dioxaspiro[4.5]dec-7-en-7-ylmethanol